ClC1=CC=C2C(=C(N(C2=C1F)C=1C=NN(C1)CCC)C#N)SC=1C=C(C(=O)O)C=CC1 3-((6-chloro-2-cyano-7-fluoro-1-(1-propyl-1H-pyrazol-4-yl)-1H-indol-3-yl)thio)benzoic acid